N-((3S,4S)-4-fluoropyrrolidin-3-yl)-6-(7-methoxy-6-(1-methyl-1H-pyrazol-4-yl)imidazo[1,2-b]pyridazin-3-yl)pyridin-2-amine F[C@@H]1[C@H](CNC1)NC1=NC(=CC=C1)C1=CN=C2N1N=C(C(=C2)OC)C=2C=NN(C2)C